2,4-diisopropyl-6-p-fluorophenyl-1,3,5-triazine C(C)(C)C1=NC(=NC(=N1)C(C)C)C1=CC=C(C=C1)F